C(C)(C)(C)C1=CC=C(C=C1)N(C(=O)C1N(CC1(C)C)C(=O)OC(C)(C)C)C(C(=O)NC1CCCCC1)C=1C=NC=CC1 Tert-butyl 2-[(4-tert-butylphenyl)-[2-(cyclohexylamino)-2-oxo-1-(3-pyridyl) ethyl] carbamoyl]-3,3-dimethyl-azetidine-1-carboxylate